n-butoxymethyl-acrylamide ethyl-5-(cyanomethyl)-2-methyl-pyridine-3-carboxylate C(C)OC(=O)C=1C(=NC=C(C1)CC#N)C.C(CCC)OCC(C(=O)N)=C